β-methoxyethoxymethyl ether COCCOCOCOCCOC